(2R,3S)-N-((3S)-9-methyl-2-oxo-5-(3-(trifluoromethyl)phenyl)-2,3-dihydro-1H-1,4-benzodiazepin-3-yl)-3-(4,4,4-trifluorobutyl)-2-(3,3,3-trifluoropropyl)succinamide CC1=CC=CC=2C(=N[C@@H](C(NC21)=O)NC([C@@H]([C@@H](C(=O)N)CCCC(F)(F)F)CCC(F)(F)F)=O)C2=CC(=CC=C2)C(F)(F)F